tert-Butyl (3R)-3-[(1S)-2-[(4S)-4-benzyl-2-oxo-oxazolidin-3-yl]-1-[(4-bromophenyl)methyl]-2-oxo-ethyl]pyrrolidine-1-carboxylate C(C1=CC=CC=C1)[C@@H]1N(C(OC1)=O)C([C@@H](CC1=CC=C(C=C1)Br)[C@@H]1CN(CC1)C(=O)OC(C)(C)C)=O